1-Boc-4,5,6-trihydropyridine C(=O)(OC(C)(C)C)N1C=CCCC1